(5-benzyl-2,6-difluoro-3-pyridyl)-morpholino-methanone C(C1=CC=CC=C1)C=1C=C(C(=NC1F)F)C(=O)N1CCOCC1